N-[3-(benzyloxy)propyl]-4-bromo-3-methyl-2-nitroaniline C(C1=CC=CC=C1)OCCCNC1=C(C(=C(C=C1)Br)C)[N+](=O)[O-]